N-((1r,3r)-3-(3-Chloro-4-cyanophenoxy)-2,2,4,4-tetramethylcyclobutyl)-6-(4-formylpiperidin-1-yl)nicotinamide ClC=1C=C(OC2C(C(C2(C)C)NC(C2=CN=C(C=C2)N2CCC(CC2)C=O)=O)(C)C)C=CC1C#N